C1(CC1)N(C=1N=CC(=NC1)C1=C(C=C(C=C1)C=1C=NN(C1)C)O)[C@H]1[C@H]([C@@H]2CC[C@H](C1)N2)F 2-(5-(cyclopropyl((1S,2S,3R,5R)-2-fluoro-8-azabicyclo[3.2.1]octan-3-yl)amino)pyrazin-2-yl)-5-(1-methyl-1H-pyrazol-4-yl)phenol